1-(3-(Methoxymethoxy)pyridin-2-yl)ethan-1-ol COCOC=1C(=NC=CC1)C(C)O